C[C@H]1CC(C[C@H](C1)C)C1=NOC(=N1)C1CCN(CC1)C(CC1=NC(=NO1)C)=O 1-(4-(3-((3R,5S)-3,5-dimethylcyclohexyl)-1,2,4-oxadiazol-5-yl)piperidin-1-yl)-2-(3-methyl-1,2,4-oxadiazol-5-yl)ethan-1-one